CO[Si](OC)(OC)CCCCCCCCCC1=C([O-])C=CC=C1 trimethoxysilylnonylphenoxide